C(#N)C=1C=C(OCCN(C(OC(C)(C)C)=O)C)C=CC1C tert-butyl (2-(3-cyano-4-methylphenoxy)ethyl)(methyl)carbamate